N-(3-Oxo-1,2,4,5-tetrahydro-2-benzazepin-8-yl)-2-[4-([1,2,4]triazolo[1,5-a]pyridin-7-yl)phenyl]acetamide O=C1NCC2=C(CC1)C=CC(=C2)NC(CC2=CC=C(C=C2)C2=CC=1N(C=C2)N=CN1)=O